C(CC)C1=NC(=C(C(=C1Cl)N)F)C1=CC=C2C=CNC2=C1F propyl-4-amino-3-chloro-5-fluoro-6-(7-fluoro-1H-indol-6-yl)pyridine